bromon-dodecanol BrC(CCCCCCCCCCC)O